C(C)(C)(C)N(C(=O)OC(CCOCC1=CC=CC=C1)CCCCCCCCC)S(NCC(=O)N1CCN(CC1)C1=NC=NC2=CC(=C(C=C12)OC)OC)(=O)=O 1-(benzyloxy)dodecane-3-ol tert-butyl-(N-(2-(4-(6,7-dimethoxyquinazolin-4-yl)piperazin-1-yl)-2-oxoethyl)sulfamoyl)carbamate